monocyclopentadienyl-indium (I) C1(C=CC=C1)[In]